Tosylglycylglycine S(=O)(=O)(C1=CC=C(C)C=C1)NCC(=O)NCC(=O)O